BrC=1C=CC=C2C=CC(OC12)C1=C(C=C(C=C1)Cl)F 8-Bromo-2-(4-chloro-2-fluorophenyl)-2H-chromene